7-(6-(difluoromethoxy)pyridin-2-yl)-5-fluoro-N-(4-(4-methylpiperazin-1-yl)phenyl)-7H-pyrrolo[2,3-d]pyrimidin-2-amine FC(OC1=CC=CC(=N1)N1C=C(C2=C1N=C(N=C2)NC2=CC=C(C=C2)N2CCN(CC2)C)F)F